Tert-butyl (cyclopropylmethyl)(trans-2-(2-((4,4-difluorocyclohexyl)carbamoyl)thiazol-4-yl)cyclopropyl)carbamate C1(CC1)CN(C(OC(C)(C)C)=O)[C@H]1[C@@H](C1)C=1N=C(SC1)C(NC1CCC(CC1)(F)F)=O